CC1=C(C=CC=C1C)C1=C(C=C2C(=N1)C(=NN2)C=2C=NC(=CC2)N2C[C@H](N(CC2)C)C)OC (R)-5-(2,3-dimethylphenyl)-3-(6-(3,4-dimethylpiperazin-1-yl)pyridin-3-yl)-6-methoxy-1H-pyrazolo[4,3-b]pyridine